(1-methylpyrazolo[3,4-d]pyrimidin-4-yl)methanone CN1N=CC=2C1=NC=NC2C=O